BrC1=C(C=C(C=C1[N+](=O)[O-])CBr)F 2-bromo-5-(bromomethyl)-1-fluoro-3-nitrobenzene